(S)-5-((1-(Aminooxy)propan-2-yl)amino)-4-(trifluoromethyl)-2-((2-(trimethylsilyl)ethoxy)methyl)pyridazine NOC[C@H](C)NC=1C(=CN(NC1)COCC[Si](C)(C)C)C(F)(F)F